5-(2-((tetrahydro-2H-pyran-2-yl)oxy)ethoxy)naphthalene-1-ol O1C(CCCC1)OCCOC1=C2C=CC=C(C2=CC=C1)O